COC1=C(C=C(C=C1)OC)C1=CC=C(C=C1)C=1N=NN(C1)C=1C=C(C(=O)O)C=CC1 3-(4-(2',5'-Dimethoxy-[1,1-biphenyl]-4-yl)-1H-1,2,3-triazol-1-yl)benzoic acid